1,3,5-trimethyl-2,4,6-tris(3',5'-di-t-Butyl-4-hydroxybenzyl)benzene CC1=C(C(=C(C(=C1CC1=CC(=C(C(=C1)C(C)(C)C)O)C(C)(C)C)C)CC1=CC(=C(C(=C1)C(C)(C)C)O)C(C)(C)C)C)CC1=CC(=C(C(=C1)C(C)(C)C)O)C(C)(C)C